3-((2-(((1-(3-(2,3-dichlorophenyl)-1H-pyrazolo[3,4-b]pyrazin-6-yl)-4-methylpiperidin-4-yl)amino)methyl)phenyl)amino)piperidine-2,6-dione ClC1=C(C=CC=C1Cl)C1=NNC2=NC(=CN=C21)N2CCC(CC2)(C)NCC2=C(C=CC=C2)NC2C(NC(CC2)=O)=O